7-Bromo-2,3-dioxo-2,3-dihydroindol BrC=1C=CC=C2C(C(NC12)=O)=O